(±)-1-(phenylsulfonyl)-1,2,3,4-tetrahydroquinoline-3-carboxylic acid C1(=CC=CC=C1)S(=O)(=O)N1C[C@@H](CC2=CC=CC=C12)C(=O)O |r|